docosane-1,20-dicarboxylic acid C(CCCCCCCCCCCCCCCCCCC(CC)C(=O)O)C(=O)O